4-(4-(1-hydroxyethyl)-2-methoxy-5-nitrophenoxy)-butyric acid OC(C)C1=CC(=C(OCCCC(=O)O)C=C1[N+](=O)[O-])OC